1-[5-(benzyloxy)pentyl]-5-(1H-imidazol-4-yl)-3-methyl-1H-pyrazole C(C1=CC=CC=C1)OCCCCCN1N=C(C=C1C=1N=CNC1)C